6-(2-dibenzofuranyl)-2-naphthalenyl-boron C1=C(C=CC=2OC3=C(C21)C=CC=C3)C=3C=C2C=CC(=CC2=CC3)[B]